FC1=C(C(=CC=C1)F)S(=O)(=O)Cl 2,6-difluoro-benzenesulfonyl chloride